FC=1C(=NC=NC1N(CC1=CC(=CC=C1)N1N=CC=C1)C)NCC1CCN(CC1)S(=O)(=O)C 5-fluoro-N6-methyl-N4-[(1-methylsulfonyl-4-piperidyl)methyl]-N6-[(3-pyrazol-1-ylphenyl)methyl]pyrimidine-4,6-diamine